C1(=CC=CC=C1)S(=O)(=O)O.COC(C1=CC(C(=O)O)=CC=C1C=1N(C=C(N1)C)CCO)=O 1-(2-hydroxyethyl)-4-methylimidazoleisophthalic acid methyl ester benzenesulfonate